O=C1NC(CCC1N1C(N(C2=C1C=CC(=C2)CCCCCN2CC(N(CC2=O)C(=O)OC(C)(C)C)C(=O)OC(C)(C)C)C)=O)=O Ditert-butyl 4-[5-[1-(2,6-dioxo-3-piperidyl)-3-methyl-2-oxo-benzimidazol-5-yl]pentyl]-5-oxo-piperazine-1,2-dicarboxylate